tert-Butyl 3-(7-bromo-5-(methylsulfinyl)benzo[d]oxazol-2-yl)-3,8-diazabicyclo[3.2.1]octane-8-carboxylate BrC1=CC(=CC=2N=C(OC21)N2CC1CCC(C2)N1C(=O)OC(C)(C)C)S(=O)C